trans-methyl 3-methyl-1-(picolinamido)cycloheptanecarboxylate C[C@@H]1C[C@@](CCCC1)(C(=O)OC)NC(C1=NC=CC=C1)=O